C(C)OC(=O)C=1C=NN(C1)C1=CC(=C(C=C1)OC)[N+](=O)[O-] 1-(4-methoxy-3-nitrophenyl)-1H-pyrazole-4-carboxylic acid ethyl ester